NC(COCCC#N)(COCCC#N)COCCC#N 3,3'-((2-amino-2-((2-cyanoethoxy)methyl)propane-1,3-diyl)bis(oxy))dipropionitrile